C(#N)C(CCCN(CCC=1C=C(C=C(C(=O)OC)C1)C(=O)OC)C)(C(C)C)C1=CC(=C(C=C1)OC)OC Dimethyl 5-(2-((4-cyano-4-(3,4-dimethoxyphenyl)-5-methylhexyl) (methyl)amino)ethyl)isophthalate